N[C@H](C(=O)O)CC=1N=C(NC1)C(N)=O (S)-2-amino-3-(2-carbamoyl-1H-imidazol-4-yl)propanoic acid